C1(=CC=CC=C1)S(=O)(=O)NC=1C=C(C=CC1)/C=C/[C@@H](CCOC1=C(C(=CC=C1)F)CCC(=O)O)O 3-[2-[(E,3R)-5-[3-(Benzenesulfonamido)phenyl]-3-hydroxypent-4-enoxy]-6-fluorophenyl]propanoic acid